C(C)(C)(C)OC(=O)N1CC(CCC1)C1=NC2=CC=CC=C2C(N1)=O 3-(4-oxo-3,4-dihydro-quinazolin-2-yl)piperidine-1-carboxylic acid tert-butyl ester